CC1(C(CC(O1)C(=O)O)=O)C 5,5-dimethyl-4-oxotetrahydrofuran-2-carboxylic acid